O=C1C(O)=C([O-])[C@H](O1)[C@@H](O)CO.[Na+] sodium ascorbate salt